glucose tetrastearate C(CCCCCCCCCCCCCCCCC)(=O)O.C(CCCCCCCCCCCCCCCCC)(=O)O.C(CCCCCCCCCCCCCCCCC)(=O)O.C(CCCCCCCCCCCCCCCCC)(=O)O.O=C[C@H](O)[C@@H](O)[C@H](O)[C@H](O)CO